3-(((trifluoromethyl)sulfonyl)oxy)azetidine-1-carboxylic acid benzyl ester C(C1=CC=CC=C1)OC(=O)N1CC(C1)OS(=O)(=O)C(F)(F)F